COC1=C(C=CC=C1C(F)(F)F)[C@@H]1[C@@H](O[C@@]([C@H]1C)(C(F)(F)F)C)C(=O)NC1=CC(=NC=C1)C(=O)N (2R,3R,4S,5S)-4-[[3-[2-methoxy-3-(trifluoromethyl)phenyl]-4,5-dimethyl-5-(trifluoromethyl)tetrahydrofuran-2-carbonyl]amino]pyridine-2-carboxamide